ethyl-6'-fluoro-1'h-spiro[piperidine-4,2'-quinolin]-4'(3'h)-one C(C)N1C2(CC(C3=CC(=CC=C13)F)=O)CCNCC2